C1(CCCC1)NC1=CN=CC(=N1)NC=1C(=NOC1C1=CC=C(C(=N1)C)NC(=O)C1C(CCCC1)C(=O)O)C 2-((6-(4-((6-(cyclopentylamino)pyrazin-2-yl)amino)-3-methylisoxazol-5-yl)-2-methylpyridin-3-yl)carbamoyl)cyclohexane-1-carboxylic acid